4-(4-(6-(((1R,2S,3S,5S)-2-fluoro-1-methyl-8-azabicyclo[3.2.1]octan-3-yl)oxy)pyridazin-3-yl)-3-hydroxyphenyl)pyridin-2(1H)-one F[C@H]1[C@]2(CC[C@@H](C[C@@H]1OC1=CC=C(N=N1)C1=C(C=C(C=C1)C1=CC(NC=C1)=O)O)N2)C